3-Oxo-8-(trifluoromethyl)-2-{[6-(trifluoromethyl)pyridin-3-yl]methyl}-2,3-dihydro[1,2,4]triazolo[4,3-a]pyridine-5-carboxylic acid O=C1N(N=C2N1C(=CC=C2C(F)(F)F)C(=O)O)CC=2C=NC(=CC2)C(F)(F)F